C1(=C(C=CC=C1)OC1CCC(CC1)CCN1N=C(C2=C1CCC2)C(=O)N2CCC(CC2)NC(C)=O)C N-(1-(1-(2-(4-(o-tolyloxy)cyclohexyl)ethyl)-1,4,5,6-tetrahydrocyclopenta[c]pyrazole-3-carbonyl)piperidin-4-yl)acetamide